(2S,2'S)-2,2'-((((((2,2'-dimethyl-[1,1'-biphenyl]-3,3'-diyl)bis(azanediyl))bis(carbonyl))bis(4-methylpyridine-6,3-diyl))bis(methylene))bis(azanediyl))bis(3-hydroxypropanoic acid) CC1=C(C=CC=C1NC(=O)C1=CC(=C(C=N1)CN[C@H](C(=O)O)CO)C)C1=C(C(=CC=C1)NC(=O)C1=CC(=C(C=N1)CN[C@H](C(=O)O)CO)C)C